IC1=CN=C2N1C=C(C=C2)NC(OC(C)(C)C)=O tert-butyl (3-iodoimidazo[1,2-a]pyridin-6-yl)carbamate